adipic acid zinc salt [Zn+2].C(CCCCC(=O)[O-])(=O)[O-]